COC1=CC2=C(SC(=C2)C(=O)O)C=C1 5-methoxybenzo[b]thiophene-2-carboxylic acid